C(=O)(O)CCCCCCCC=CCCCC(=O)C(O)(C[N+](C)(C)C)CC([O-])=O 13-carboxytridec-5-enoylcarnitine